NN1[C@H](CCC1)COC R-1-Amino-2-methoxymethylpyrrolidine